ClC1=C(O[C@H]2C[C@H](C2)C(=O)OC)C=CC(=C1CC=1N(C2=CC(=CC(=C2C1)C)C(F)(F)F)C)Cl methyl cis-3-(2,4-dichloro-3-((1,4-dimethyl-6-(trifluoromethyl)-1H-indol-2-yl)methyl)phenoxy)cyclobutanecarboxylate